(1R,3R,4R,7S)-3-(2-amino-6-oxo-1H-purin-9-yl)-1-[[bis(4-methoxyphenyl)-phenyl-methoxy]methyl]-7-hydroxy-2-oxa-5-azabicyclo[2.2.1]heptane-5-thiocarboxamide NC=1NC(C=2N=CN(C2N1)[C@@H]1O[C@]2(CN([C@@H]1[C@@H]2O)C(N)=S)COC(C2=CC=CC=C2)(C2=CC=C(C=C2)OC)C2=CC=C(C=C2)OC)=O